6-methoxy-1-m-methoxyphenyl-benzo[d][1,3,2]thiaselenazol-1-one COC1=CC2=C([Se]NS2(=O)C2=CC(=CC=C2)OC)C=C1